ClC1=NC(=NC(=N1)C1=CC(=CC(=C1)C(C)(C)C)C(C)(C)C)C1=CC(=CC(=C1)C(C)(C)C)C(C)(C)C 2-chloro-4,6-bis(3,5-di-tert-butylphenyl)-1,3,5-triazine